C(CCC)N(CCCC)[Ta] (di-butylamino)tantalum